FC1(CCN(CC1)C=1C=C(C=C(C1)C)NC(C1=C(N=C(C=C1)NS(=O)(=O)[C@@H](CO)C)N1CCC2(CC2)CC1)=O)F (R)-N-(3-(4,4-difluoropiperidin-1-yl)-5-methylphenyl)-6-((2-hydroxy-1-methylethyl)sulfonylamino)-2-(6-azaspiro[2.5]oct-6-yl)nicotinamide